1-{3,4,6-trifluoro-2-[(2-fluoro-4-iodophenyl)amino]phenyl}ethanone FC=1C(=C(C(=CC1F)F)C(C)=O)NC1=C(C=C(C=C1)I)F